C(C)OC(C(CCCCCCC(CCCCCCCCC)N(C(CCCN(C)C)=O)CCCCCCCC(=O)OC)F)=O.C(=O)(O)CCCCCCCN(C(CCCN(C)C)=O)C(CCCCCCC(C(=O)O)F)CCCCCCCCC 9-[N-(7-carboxyheptyl)-4-(dimethylamino)butanamido]-2-fluorooctadecanoic acid Ethyl-9-[4-(dimethylamino)-N-(8-methoxy-8-oxooctyl)butanamido]-2-fluorooctadecanoate